[(1s,4s)-4-hydroxycyclohexyl]pyridine OC1CCC(CC1)C1=NC=CC=C1